6-iodo-N-[3-methyl-4-(quinazolin-7-yloxy)phenyl]quinazolin-4-amine IC=1C=C2C(=NC=NC2=CC1)NC1=CC(=C(C=C1)OC1=CC=C2C=NC=NC2=C1)C